tert-butyl (2S,4R)-2-(((R)-1-(2'-fluoro-[1,1'-biphenyl]-4-yl)-2-hydroxyethyl)carbamoyl)-4-hydroxypyrrolidine-1-carboxylate FC1=C(C=CC=C1)C1=CC=C(C=C1)[C@H](CO)NC(=O)[C@H]1N(C[C@@H](C1)O)C(=O)OC(C)(C)C